methyl 2-(bromomethyl)-4-nitro-6-(trifluoromethyl)benzoate BrCC1=C(C(=O)OC)C(=CC(=C1)[N+](=O)[O-])C(F)(F)F